(2-chlorophenyl)methanol ClC1=C(C=CC=C1)CO